ClC=1C=C(C=CC1Cl)NC(=S)NCCCO (3,4-dichlorophenyl)-3-(3-hydroxypropyl)thiourea